ethyl (3S)-3-amino-3-{4,5'-difluoro-2'-hydroxy-5-methyl-[1,1'-biphenyl]-3-yl}propanoate N[C@@H](CC(=O)OCC)C=1C=C(C=C(C1F)C)C1=C(C=CC(=C1)F)O